tert-butyl 4-((2-(2,6-dioxopiperidin-3-yl)-1,3-dioxoisoindolin-5-yl)ethynyl)piperazine-1-carboxylate O=C1NC(CCC1N1C(C2=CC=C(C=C2C1=O)C#CN1CCN(CC1)C(=O)OC(C)(C)C)=O)=O